ClC1=C(C(=O)NC2=NN=NN2C)C=CC(=C1C(=O)N(C)C)S(=O)(=O)C 2-Chloro-N3,N3-dimethyl-4-(methylsulfonyl)-N1-(1-methyl-1H-tetrazol-5-yl)isophthalamid